CC(CCC(=O)N1CCC(CC1)N1N=CC(=C1)CNC1=C2C(N(C(C2=CC=C1)=O)C1C(NC(CC1)=O)=O)=O)(C)C 4-(((1-(1-(4,4-dimethylpentanoyl)piperidin-4-yl)-1H-pyrazol-4-yl)methyl)amino)-2-(2,6-dioxopiperidin-3-yl)isoindoline-1,3-dione